ClC=1C=C(C=CC1)C1=CN(C=2N=CN=C(C21)NCC(CNC=2C1=C(N=CN2)N(C=C1C1=CC(=CC=C1)Cl)COCC[Si](C)(C)C)C)COCC[Si](C)(C)C N1,N3-bis(5-(3-chlorophenyl)-7-((2-(trimethylsilyl)ethoxy)methyl)-7H-pyrrolo[2,3-d]pyrimidin-4-yl)-2-methylpropane-1,3-diamine